ethyl 6-chloro-4-fluoro-2,3,4,9-tetrahydro-1H-carbazole-1-carboxylate ClC=1C=C2C=3C(CCC(C3NC2=CC1)C(=O)OCC)F